morpholin-4-yl-methanone N1(CCOCC1)C=O